4-[2-tert-butoxyethyl-[4-(5,6,7,8-tetrahydro-1,8-naphthyridin-2-yl)butyl]amino]-2-[[ethyl(isopropyl)carbamoyl]amino]butanoic acid C(C)(C)(C)OCCN(CCC(C(=O)O)NC(N(C(C)C)CC)=O)CCCCC1=NC=2NCCCC2C=C1